C1(=CC(=CC=C1)CNC(CC(=O)N[C@@H](CC1=CC=C(C=C1)C)B(O)O)=O)C1=CC=CC=C1 (R)-(1-(3-(([1,1'-biphenyl]-3-ylmethyl)amino)-3-oxopropanamido)-2-(p-tolyl)ethyl)boronic acid